COC1=CC=C(C=C1)CN1N=CC(=C1)N1C[C@@H](CCC1)NC1=NC=NC(=C1)N1CCOCC1 N-[(3R)-1-[1-[(4-methoxyphenyl)methyl]pyrazol-4-yl]-3-piperidyl]-6-morpholino-pyrimidin-4-amine